5-(2,5-dihydrofuran-3-yl)-N4-(2-fluoro-5-nitrophenyl)-N2-(1-methyl-1H-pyrazol-4-yl)pyrimidine-2,4-diamine O1CC(=CC1)C=1C(=NC(=NC1)NC=1C=NN(C1)C)NC1=C(C=CC(=C1)[N+](=O)[O-])F